O=C1NC(CCC1C=1C=C(CN2CCC(CC2)N2N=C3C=C(C(=CC3=C2)NC(C2=CC(=CC=C2)C(F)(F)F)=O)OC)C=CC1)=O N-(2-(1-(3-(2,6-dioxopiperidin-3-yl)benzyl)piperidin-4-yl)-6-methoxy-2H-indazol-5-yl)-3-(trifluoromethyl)benzamide